4-(2-(2-chlorophenyl)piperidin-1-yl)-2-fluoro-N-((R,E)-4-(methylsulfonyl)but-3-en-2-yl)benzamide ClC1=C(C=CC=C1)C1N(CCCC1)C1=CC(=C(C(=O)N[C@H](C)\C=C\S(=O)(=O)C)C=C1)F